COC([C@@H](N(C)C1=NC(=NC(=C1[N+](=O)[O-])C)NCC=1C=NN(C1)CC=1C=NC(=CC1)Cl)C)=O N-(2-(((1-((6-chloropyridin-3-yl)methyl)-1H-pyrazol-4-yl)methyl)amino)-6-methyl-5-nitropyrimidin-4-yl)-N-methyl-L-alanine methyl ester